3-[5-[1-([4-[6-(azetidin-1-yl)-2-methyl-1-oxo-2,7-naphthyridin-4-yl]-2,6-dimethoxyphenyl]methyl)piperidin-4-yl]-3-hydroxy-1-oxo-3H-isoindol-2-yl]piperidine-2,6-dione N1(CCC1)C=1C=C2C(=CN(C(C2=CN1)=O)C)C1=CC(=C(C(=C1)OC)CN1CCC(CC1)C=1C=C2C(N(C(C2=CC1)=O)C1C(NC(CC1)=O)=O)O)OC